C12(CC3CC(CC(C1)C3)C2)NC(=O)OC=2C=C(C=CC2)C=2C=NC=C(C(=O)OC)C2 methyl 5-(3-((((1s,3s)-adamantan-1-yl)carbamoyl)oxy)phenyl)nicotinate